diethyl ((6-(4-(aminomethyl)phenyl)-1,2,4,5-tetrazin-3-yl)methyl)phosphonate NCC1=CC=C(C=C1)C1=NN=C(N=N1)CP(OCC)(OCC)=O